[C@@H]1([C@H](O)[C@H](O)[C@@H](O)[C@@H](O1)C)O[C@@H]1[C@@H]([C@H]([C@@H](O[C@@H]1C(=O)O)O[C@@H]1[C@H]([C@@H](O[C@@H]([C@@H]1O)CO)O[C@H]1[C@H](OCCC)O[C@H]([C@@H]([C@H]1OC(C)=O)O)C)NC(C)=O)O)O Propyl α-L-rhamnopyranosyl-(1→4)-β-D-galactopyranosyluronic acid-(1→3)-2-acetamido-2-deoxy-β-D-galactopyranosyl-(1→2)-3-O-acetyl-α-L-rhamnopyranoside